CC1=CC(OC(=C1)C)=O 4,6-dimethyl-2-oxo-2H-pyran